CC=1N=C2N(C=CC(=C2)C2=C(C=CC(=N2)C#N)C=2C=NN(C2)CC(C(F)(F)F)C)C1 6-(2-methylimidazo[1,2-a]pyridin-7-yl)-5-(1-(3,3,3-trifluoro-2-methylpropyl)-1H-pyrazol-4-yl)picolinonitrile